FC1=CC(=C(C(=O)NCC2=C(C=C(C=C2)C2=NN3C(NC4=C(CC3)C=CC=C4)=C2C(=O)N)C)C=C1)OC 2-(4-((4-fluoro-2-methoxybenzamido)methyl)-3-methylphenyl)-9,10-dihydro-4H-benzo[d]pyrazolo[1,5-a][1,3]diazepine-3-carboxamide